2-trifluoromethyl-benzaldehyde FC(C1=C(C=O)C=CC=C1)(F)F